FC1=C(C=CC(=C1)O[C@@H](C)C1=CC=CC=C1)B1OC(C)(C)C(C)(C)O1 (S)-(2-fluoro-4-(1-phenylethoxy)phenyl)boronic acid pinacol ester